6-(2-methoxy)ethoxy-3-hydroxy-2-pyrazinecarboxamide Ammonium Dodecyl-Sulphate C(CCCCCCCCCCC)OS(=O)(=O)[O-].[NH4+].COCCOC1=CN=C(C(=N1)C(=O)N)O